N=1C=CN2N=C(C=CC21)C2=NC=CC(=C2)O[C@H](CN2N=NN=C2)C 2-{imidazo[1,2-b]pyridazin-6-yl}-4-{[(2S)-1-(1H-tetrazol-1-yl)propan-2-yl]oxy}pyridine